C(#N)C1=CC=C(CC[C@H]2C[C@H](CCC2)CCC=2C=CC(=NC2)C#N)C=C1 5-(2-((1R,3S)-3-(4-cyanophenethyl)cyclohexyl)ethyl)picolinonitrile